C1(=CCCC1)C=1C=NC(=C(C(=O)OC(C)(C)C)C1C)OC=1C(=NC(=CC1)F)C tert-butyl 5-(cyclopent-1-en-1-yl)-2-((6-fluoro-2-methylpyridin-3-yl) oxy)-4-methylnicotinate